(2R,3R,4R,5S)-2-methyl-1-(((R)-1-(4-(trifluoromethyl)pyridin-2-yl)pyrrolidin-3-yl)methyl)piperidine-3,4,5-triol C[C@H]1N(C[C@@H]([C@H]([C@@H]1O)O)O)C[C@@H]1CN(CC1)C1=NC=CC(=C1)C(F)(F)F